3-(4,5-Difluoro-2-(methoxycarbonyl)phenyl)pyrrolidine-1-carboxylic acid tert-butyl ester C(C)(C)(C)OC(=O)N1CC(CC1)C1=C(C=C(C(=C1)F)F)C(=O)OC